OC1=C(C=CC2=CC=CC=C12)C(=O)OC1=CC=CC=C1 phenyl 1-hydroxy-2-naphthoate